tert-butyl (S)-3-(2-cyclohexyl-4-(methoxycarbonyl)phenoxy)pyrrolidine-1-carboxylate C1(CCCCC1)C1=C(O[C@@H]2CN(CC2)C(=O)OC(C)(C)C)C=CC(=C1)C(=O)OC